C1(=CC=CC=C1)C(=COCCOCCO)C 2-(2-((2-phenylprop-1-en-1-yl)oxy)ethoxy)ethan-1-ol